N1(CN(CN(C1)C(CCN(CCCCCCCCCCCCC)CCCCCCCCCCCCC)=O)C(CCN(CCCCCCCCCCCCC)CCCCCCCCCCCCC)=O)C(CCN(CCCCCCCCCCCCC)CCCCCCCCCCCCC)=O 1,1',1''-(1,3,5-triazinane-1,3,5-triyl)tris(3-(ditridecylamino)propan-1-one)